C1(CC1)C=1C=C(C(=C(C1)O)C=1C=2N(C(=NN1)N[C@H]1CN(C[C@@H](C1)F)CC)C=CC2)F 5-cyclopropyl-2-(4-{[(3R,5R)-1-ethyl-5-fluoropiperidin-3-yl]amino}pyrrolo[1,2-d][1,2,4]triazin-1-yl)-3-fluorophenol